2-(1-methylpiperidin-4-yloxy)propan-1-one CN1CCC(CC1)OC(C=O)C